CC(C(C(C)(C)C)=O)(C=CCC)C PENTAMETHYLHEPT-4-EN-2-ONE